4-bromo-1H-benzimidazole-2-carbaldehyde BrC1=CC=CC=2NC(=NC21)C=O